(S)-3-(2-bromo-4,5-difluorophenyl)-2-((diphenylmethylene)amino)propionic acid tert-butyl ester C(C)(C)(C)OC([C@H](CC1=C(C=C(C(=C1)F)F)Br)N=C(C1=CC=CC=C1)C1=CC=CC=C1)=O